5-((1-(4-(3-(Ethylamino)-4-fluoropyrrolidin-1-yl)phenyl)-1H-imidazol-4-yl)amino)pyrazine-2-carbonitrile C(C)NC1CN(CC1F)C1=CC=C(C=C1)N1C=NC(=C1)NC=1N=CC(=NC1)C#N